4-{4-[bis(4-fluorophenyl)methyl]piperazin-1-yl}-1-methyl-2-oxo-1,2-dihydro-1,5-naphthyridine-3-carbonitrile FC1=CC=C(C=C1)C(N1CCN(CC1)C1=C(C(N(C2=CC=CN=C12)C)=O)C#N)C1=CC=C(C=C1)F